(R)-N-((1R,4R)-4-ethoxy-4-(trifluoromethyl)cyclohexyl)-4-(5-(5-fluoro-2-methylpyridin-4-yl)-1H-pyrazole-3-carbonyl)-4-azaspiro[2.5]octane-7-carboxamide C(C)OC1(CCC(CC1)NC(=O)[C@@H]1CCN(C2(CC2)C1)C(=O)C1=NNC(=C1)C1=CC(=NC=C1F)C)C(F)(F)F